4-(4-methyl-2-vinyl-phenoxy)phthalonitrile CC1=CC(=C(OC=2C=C(C(C#N)=CC2)C#N)C=C1)C=C